5-methoxy-N-(4-(piperidin-1-ylsulfonyl)benzyl)-1H-indole-1-carboxamide COC=1C=C2C=CN(C2=CC1)C(=O)NCC1=CC=C(C=C1)S(=O)(=O)N1CCCCC1